2-ethylhexyl 3-[4-[(dimethylamino)methyl]-2-hydroxy-5-methyl-phenyl]sulfanylpropanoate CN(C)CC1=CC(=C(C=C1C)SCCC(=O)OCC(CCCC)CC)O